2-[[(4-vinyl-phenyl)methoxy]methyl]-furan C(=C)C1=CC=C(C=C1)COCC=1OC=CC1